C(CCCCCCCCCCCC=CCCCCCC)(=O)OCCCCCCCCCCCCCCCCCCCC(=O)O 20-(eicosa-13-enoyloxy)-eicosanoic acid